C(C)(SCC(COS(=O)(=O)ON1[C@@H]2CC[C@H](N(C1=O)C2)C(N)=O)(C)C)=O S-(3-(((((2S,5R)-2-carbamoyl-7-oxo-1,6-diazabicyclo[3.2.1]octan-6-yl)oxy)sulfonyl)oxy)-2,2-dimethylpropyl) ethanethioate